C(CCC(=O)O)(=O)O.BrC1=CC2=C(N=C(C=3N2C=NN3)N3CC(C3)NC)N=C1 1-(8-bromopyrido[2,3-e][1,2,4]triazolo[4,3-a]pyrazin-4-yl)-N-methylazetidine-3-amine monosuccinate